ClC=1C=CC2=C(C(C[C@@H](O2)C(=O)N[C@@H]2[C@H]3C[C@@H]([C@@H](C2)C3)NC(COC3=CC(=C(C=C3)Cl)F)=O)=O)C1 |&1:13,14,16,17| (2R)-6-chloro-N-{(1RS,2SR,4RS,5SR)-5-[2-(4-chloro-3-fluorophenoxy)acetamido]bicyclo[2.2.1]heptan-2-yl}-4-oxo-3,4-dihydro-2H-1-benzopyran-2-carboxamide